S1C=CC2=C1C1=C(C=C2)C=CC=C1 benzobenzothiophene